COC1OCCC1 methoxyoxolane